C(C1=CC=CC=C1)OC=1C(=C(N)C(=CC1F)Br)F 3-(benzyloxy)-6-bromo-2,4-difluoroaniline